(E)-N'-cyano-2-((S)-1-cyclohexyl-2-methylpyrrolidin-2-yl)-N-((1,2,3,5,6,7-hexahydro-s-indacen-4-yl)carbamoyl)ethene-1-sulfonimidamide C(#N)N=S(=O)(NC(NC1=C2CCCC2=CC=2CCCC12)=O)\C=C\[C@]1(N(CCC1)C1CCCCC1)C